C(C)(C)(C)OC(=O)N1CC2=CC=CC(=C2C1)C1=C(C(=O)O)C=C(C=C1F)C#N 2-(2-(tert-butoxycarbonyl)isoindolin-4-yl)-5-cyano-3-fluorobenzoic acid